3-methyl-1H-indole-2-carboxylic acid CC1=C(NC2=CC=CC=C12)C(=O)O